tert-butyl (1r,4r)-4-hydroxycyclohexyl-carbamate OC1CCC(CC1)NC(OC(C)(C)C)=O